1,4-diphenyl-2-butene C1(=CC=CC=C1)CC=CCC1=CC=CC=C1